FC(C1=NC=CC=C1C=1OC=2N=C(N=CC2N1)N1CCC2(CC1)[C@@H](C1=CC=CC=C1C2)N)(F)F (S)-1'-(2-(2-(trifluoromethyl)pyridin-3-yl)oxazolo[5,4-d]pyrimidin-5-yl)-1,3-dihydrospiro[inden-2,4'-piperidin]-1-amine